C(CCC)[C@]1(OC1)CC (R)-2-butyl-2-ethyloxirane